2-chlorothiazole-5-carboxylic acid ClC=1SC(=CN1)C(=O)O